BrCC(=O)C1=CC(=C(C=C1)O)F 2-Bromo-1-(3-fluoro-4-hydroxyphenyl)ethan-1-one